BrC1=CC=C(C=C1)N1C=NC2=C1C=C(C=C2)C2=CC=C(N)C=C2 4-(1-(4-bromophenyl)-1H-benzo[d]imidazol-6-yl)aniline